C1(=CC=CC=C1)CCCS(=O)(=O)OC=1C=C(C=CC1)NC(NC1=CC(=CC=C1)OS(=O)(=O)CCCC1=CC=CC=C1)=O bis-[3-(phenylpropanesulfonyloxy)phenyl]urea